2-{2-[1-(aminomethyl)-2,3,4,5-tetrahydro-1H-3-benzazepin-3-yl]-2-oxoethyl}-6-{5-chloro-2-[(oxacyclohex-4-yl)amino]pyrimidin-4-yl}-2,3-dihydro-1H-isoindol-1-one NCC1CN(CCC2=C1C=CC=C2)C(CN2C(C1=CC(=CC=C1C2)C2=NC(=NC=C2Cl)NC2CCOCC2)=O)=O